C(=C)S(=O)(=O)CC(=O)NCCNC(CS(=O)(=O)C=C)=O N,N'-bis(vinylsulfonyl-acetyl)ethylenediamine